C(CCCCCCCCCCC)S(=O)(=O)C1=C(SC=C1)S(=O)(=O)CCCCCCCCCCCC didodecylsulfonylthiophene